COC1=CC=C(C=C1)S(=O)(=O)N1CC=C(CC1)C=1C=C(C(=NC1)C(=O)NCC(=O)O)O (5-(1-((4-methoxyphenyl)sulfonyl)-1,2,5,6-tetrahydropyridin-4-yl)-3-hydroxy-pyridine-2-carbonyl)glycine